OC(C)(C)C1=NOC(=N1)/C=C/C(=O)O (E)-3-(3-(2-hydroxypropan-2-yl)-1,2,4-oxadiazol-5-yl)acrylic acid